(R)-8-amino-5,6,7,8-tetrahydroisoquinoline-4-boronic acid pinacol ester N[C@@H]1CCCC=2C(=CN=CC12)B1OC(C)(C)C(C)(C)O1